ClC1=NC2=CC(=CC=C2C(=C1C(C)C)C1=CC=C(C=C1)F)O 2-chloro-4-(4-fluorophenyl)-3-isopropyl-quinolin-7-ol